BrC1=CC(=NC=C1)C(=O)NCCCCC 4-bromo-N-pentyl-pyridine-2-carboxamide